OCCN(CCCCCC(=O)OC(CCCCCCCC)CCCCCCCC)CCCCC(=O)OCCCCCCCCC heptadecan-9-yl 6-((2-hydroxyethyl)(5-(nonyloxy)-5-oxopentyl)amino)hexanoate